2-(4-(3,3-difluoro-1-((4-methyl-4H-1,2,4-triazol-3-yl)methyl)cyclobutyl)-6-(ethylamino)pyridin-2-yl)-3-oxo-7-(trifluoromethyl)isoindolin FC1(CC(C1)(CC1=NN=CN1C)C1=CC(=NC(=C1)NCC)N1CC2=C(C=CC=C2C1=O)C(F)(F)F)F